C(C)N(C(=O)C1=NC=C(C=C1)OC)CC N,N-diethyl-5-methoxypyridine-2-amide